(S)-2-(5-(9-(2-methoxyphenyl)-6,7,8,9-tetrahydrobenzo[4,5]imidazo[1,2-a]pyridin-2-yl)pyrimidin-2-yl)propan-2-ol COC1=C(C=CC=C1)[C@@H]1CCCC=2N=C3N(C=C(C=C3)C=3C=NC(=NC3)C(C)(C)O)C21